NC1=C(N=C(C(=N1)N1CCC2(CC=C([C@H]2N)C2CC2)CC1)C)SC1=NC(=NC=C1)N (S)-8-(6-amino-5-((2-aminopyrimidin-4-yl)thio)-3-methylpyrazin-2-yl)-2-cyclopropyl-8-azaspiro[4.5]dec-2-en-1-amine